(methylamino)cyclobut-3-ene-1,2-dione CNC=1C(C(C1)=O)=O